S1C=NC2=C1C=CC(=C2)NC2=CC=NC1=CC(=C(C=C21)C2=C(C=C(C=C2)C(=O)N2CCOCC2)F)F (4-(4-(benzo[d]thiazol-5-ylamino)-7-fluoroquinolin-6-yl)-3-fluorophenyl)(morpholino)methanone